BrC1=CC=C2C=3C(C4=C(C(C3NC2=C1)(C)C)C=C(C(=C4)CC)O)=O 3-Bromo-9-ethyl-8-hydroxy-6,6-dimethyl-5,6-dihydro-11H-benzo[b]carbazol-11-one